N-(4-(3-(3,5-dimethylisoxazol-4-yl)-5-methylphenoxy)-3,5-dimethylphenyl)-2-(2-methoxyethoxy)acetamide CC1=NOC(=C1C=1C=C(OC2=C(C=C(C=C2C)NC(COCCOC)=O)C)C=C(C1)C)C